N(=[N+]=[N-])CCOCCOCCOCCOCCOCCOCC 1-azido-3,6,9,12,15,18-hexaoxaeicosane